((2,2-difluoroethoxy)methyl)benzoate FC(COCOC(C1=CC=CC=C1)=O)F